1-Cyclohexylpyrazolone C1(CCCCC1)N1NC(C=C1)=O